NCCCN1N=C(C(=C1C(=O)OCC)C(F)(F)F)C1=CC=CC=C1 ethyl 1-(3-aminopropyl)-3-phenyl-4-(trifluoromethyl)-1H-pyrazole-5-carboxylate